FC(CN1N=CC=2C1=NC(=CN2)N2CC1(CC2)CC(N(CC1)C=1C=NC(=CC1)C(F)(F)F)=O)F 2-(1-(2,2-difluoroethyl)-1H-pyrazolo[3,4-b]pyrazin-6-yl)-8-(6-(trifluoromethyl)pyridin-3-yl)-2,8-diazaspiro[4.5]decan-7-one